4-chloro-1-(2-ethoxy-4-fluoro-phenyl)pyrazolo[3,4-d]pyrimidine ClC1=C2C(=NC=N1)N(N=C2)C2=C(C=C(C=C2)F)OCC